1'-cyano-N-(2-fluorophenyl)-2-oxo-1,2-dihydrospiro[pyrido[2,3-b][1,4]oxazine-3,3'-pyrrolidine]-6-carboxamide C(#N)N1CC2(CC1)C(NC1=C(O2)N=C(C=C1)C(=O)NC1=C(C=CC=C1)F)=O